COC=1N=C2C(=CC=NC2=CC1OC)OC1=C(C=C(C=C1)NC(=O)C1=CN(C(=C(C1=O)C1=CC=C(C=C1)F)C)C)OC N-[4-[(6,7-dimethoxy-1,5-naphthyridin-4-yl)oxy]-3-methoxyphenyl]-5-(4-fluorophenyl)-1,6-dimethyl-4-oxopyridine-3-carboxamide